CN1N=CC(=C1C(F)(F)F)S(=O)(=O)Cl 1-methyl-5-(trifluoromethyl)-1H-pyrazole-4-sulfonyl chloride